N-{4-[3-(3-Fluorophenyl)-1,2,4-oxadiazol-5-yl]phenyl}-5-oxo-1-(3-pyridinylmethyl)pyrrolidine-3-carboxamide FC=1C=C(C=CC1)C1=NOC(=N1)C1=CC=C(C=C1)NC(=O)C1CN(C(C1)=O)CC=1C=NC=CC1